FC1=C(C(=CC(=C1)N1CC2(C1)CNC2)F)C2C(NC(CC2)=O)=O 3-(2,6-difluoro-4-(2,6-diazaspiro[3.3]heptan-2-yl)phenyl)piperidine-2,6-dione